BrC1=C(C=C2C(=NC(=NC2=C1F)OC[C@H]1N(CCC1)C)NCC1(CCC1)N(C)C)Cl (S)-7-bromo-6-chloro-N-((1-(dimethylamino)cycloButyl)methyl)-8-fluoro-2-((1-methylpyrrolidin-2-yl)methoxy)quinazolin-4-amine